8-bromo-3,6-dimethyl-2-(piperidin-1-yl)quinazolin-4(3H)-one BrC=1C=C(C=C2C(N(C(=NC12)N1CCCCC1)C)=O)C